CC1=CN=C(N1)C1=CC=CC(=N1)N1CCNCCC1 1-[6-(5-Methyl-1H-imidazol-2-yl)pyridin-2-yl]-1,4-diazepane